5-(2-(methoxymethyl)(N-morpholinyl))pyridin-2-amine COCC1CN(CCO1)C=1C=CC(=NC1)N